tert-Butyl 5'-(6-((1-methyl-1H-pyrazol-4-yl)amino)-1H-indol-3-yl)spiro[cyclopropane-1,3'-pyrrolo[2,3-b]pyridine]-1'(2'H)-carboxylate CN1N=CC(=C1)NC1=CC=C2C(=CNC2=C1)C=1C=C2C(=NC1)N(CC21CC1)C(=O)OC(C)(C)C